C(CCCCCCC(=O)OCCCCCCCCCCCCCCCCCCCC)(=O)OCCCCCCCCCCCCCCCCCCCC dieicosyl octanedioate